COP(=O)(OC)C1=CC=C2C=CC(=CC2=C1)C(=O)O 7-(dimethoxyphosphoryl)-2-naphthoic acid